O1C(CCCC1)OC#CC[Mg]Br 1-(2-tetrahydropyranyloxy)propynylmagnesium bromide